N-benzyl-5-chloro-2-fluoro-3-(4-iodo-1-isopropyl-1H-pyrazol-3-yl)aniline C(C1=CC=CC=C1)NC1=C(C(=CC(=C1)Cl)C1=NN(C=C1I)C(C)C)F